(S)-4,4-difluoro-3-methyl-3-(nitromethyl)cyclohexane-1-one FC1([C@@](CC(CC1)=O)(C[N+](=O)[O-])C)F